7-nonen-9-one CCCCCCC=CC=O